Cl.CNCC(C)(C)C N,2,2-trimethylpropan-1-amine hydrochloride